ClC1=NC=C(C(=N1)NC1=CC(=C(C=C1)N1CCN(CC1)C(C)=O)F)F 1-(4-(4-((2-chloro-5-fluoropyrimidin-4-yl)amino)-2-fluorophenyl)piperazin-1-yl)ethanone